3,4,5,6-tetra(3,6-dibromo-9H-carbazole-9-yl)isophthalonitrile BrC=1C=CC=2N(C3=CC=C(C=C3C2C1)Br)C1(CC(C#N)=C(C(=C1N1C2=CC=C(C=C2C=2C=C(C=CC12)Br)Br)N1C2=CC=C(C=C2C=2C=C(C=CC12)Br)Br)N1C2=CC=C(C=C2C=2C=C(C=CC12)Br)Br)C#N